3-Chloro-4-(2-(2-methylquinolin-4-yl)cyclopropyl)benzoic acid ClC=1C=C(C(=O)O)C=CC1C1C(C1)C1=CC(=NC2=CC=CC=C12)C